bis[[(2-nitrobenzyl)oxy]carbonyl]toluenediamine [N+](=O)([O-])C1=C(COC(=O)C2=C(C(N)(N)C(=O)OCC3=C(C=CC=C3)[N+](=O)[O-])C=CC=C2)C=CC=C1